C(C)C([Si](=N[SiH](C)C)C)CC diethyl-tetramethyl-disilazaneN